methyl 2-amino-4-(3-chloro-4-fluorophenyl)thiazole-5-carboxylate NC=1SC(=C(N1)C1=CC(=C(C=C1)F)Cl)C(=O)OC